2-(1-(tert-butoxycarbonyl)pyrrolidin-3-yl)-4-((3,5-dimethoxyphenyl)ethynyl)thiazole-5-carboxylic acid C(C)(C)(C)OC(=O)N1CC(CC1)C=1SC(=C(N1)C#CC1=CC(=CC(=C1)OC)OC)C(=O)O